CN(C=1C=NC=C(C(=O)NCC2=CC=C3C=C(NC3=C2)CN2CCC(CC2)(C)C)C1)C 5-(dimethylamino)-N-((2-((4,4-dimethylpiperidin-1-yl)methyl)-1H-indol-6-yl)methyl)Nicotinamide